N-(6-(4-cyanophenyl)thiazolo[4,5-b]pyrazin-2-yl)-4-(2-methoxy-5-(trifluoromethyl)phenyl)-6-methylpyridine-3-carboxamide C(#N)C1=CC=C(C=C1)C=1N=C2C(=NC1)N=C(S2)NC(=O)C=2C=NC(=CC2C2=C(C=CC(=C2)C(F)(F)F)OC)C